FC1=CC=C(CN(S(=O)(=O)C2=CC=C(C=C2)NC(\C=C\C2=CC=NC=C2)=O)CC2=CC=C(C=C2)C)C=C1 (E)-N-(4-(N-(4-fluorobenzyl)-N-(4-methylbenzyl)sulfamoyl)phenyl)-3-(pyridin-4-yl)acrylamide